C(C)N1C(=NC2=C(C1=O)C=NN2)N2CC1(CC2)CN(CC1)C1=CC(=NC=C1)C(F)(F)F 5-ethyl-6-(7-(2-(trifluoromethyl)pyridin-4-yl)-2,7-diazaspiro[4.4]nonan-2-yl)-1,5-dihydro-4H-pyrazolo[3,4-d]pyrimidin-4-one